C(C)S(=O)(=O)N1CC(N(CC1)C1=CC(=CC(N1)=O)C1=CC(=NC=C1)NC1=NC(=NC=C1)C)C(F)(F)F 6-[4-Ethylsulfonyl-2-(trifluoromethyl)piperazin-1-yl]-4-[2-[(2-methylpyrimidin-4-yl)amino]-4-pyridyl]-1H-pyridin-2-one